{2-[(5-amino-1-{6-[(2,6-difluorophenyl)oxy]-4-methylpyridin-3-yl}pyrazol-4-yl)carbonyl]-7-methyl-5,6,7,8-tetrahydro-1H-pyrrolo[3,2-g]isoquinolin-8-yl}acetonitrile NC1=C(C=NN1C=1C=NC(=CC1C)OC1=C(C=CC=C1F)F)C(=O)C1=CC=2C=C3CCN(C(C3=CC2N1)CC#N)C